3-((5-bromo-3-ethyl-2-hydroxyphenyl)sulfonamido)-5-chloro-2-hydroxy-N-((4-hydroxy-1-methylpiperidin-4-yl)methyl)benzamide BrC=1C=C(C(=C(C1)S(=O)(=O)NC=1C(=C(C(=O)NCC2(CCN(CC2)C)O)C=C(C1)Cl)O)O)CC